NC=1C(=NC(=NC1)C1=NN(C(=C1)C1=NOC=C1)CC1=C(C=CC=C1)F)C(C(=O)OCC)(C(=O)OCC)C diethyl 2-(5-amino-2-(1-(2-fluorobenzyl)-5-(isoxazol-3-yl)-1H-pyrazol-3-yl)-pyrimidin-4-yl)-2-methylmalonate